C/C(=C\\C=C\\C(=C\\C=C\\C(=C\\C=C\\C=C(/C)\\C=C\\C=C(/C)\\C=C\\C=C(/C)\\C=C\\CC(C)(C)O)\\C)\\C)/CCCC(C)(C)O The molecule is a carotenol that is 3,4-didehydrolycopene carrying two hydroxy substituents at positions 1 and 1'. It has a role as a marine metabolite. It is a carotenol, a diol and a tertiary alcohol.